methyl 1-[4-(2-{5-chloro-2-oxo-1,2-dihydrospiro[indole-3,4'-piperidin]-1'-yl}ethoxy)benzenesulfonyl]cyclopropane-1-carboxylate ClC=1C=C2C(=CC1)NC(C21CCN(CC1)CCOC1=CC=C(C=C1)S(=O)(=O)C1(CC1)C(=O)OC)=O